ClC1=NC=C(C=C1)C1=C(N=NN1CC)C 2-chloro-5-(1-ethyl-4-methyl-1H-1,2,3-triazol-5-yl)pyridine